racemic-{[(1S,2S)-2-Aminocyclohexyl]methyl}[2-(methyloxy)ethyl]amine hydrochloride Cl.N[C@@H]1[C@@H](CCCC1)CNCCOC |r|